N-(2-chloro-6-methylphenyl)-4-difluoromethoxy-3-methoxybenzamide ClC1=C(C(=CC=C1)C)NC(C1=CC(=C(C=C1)OC(F)F)OC)=O